C(C)(C)(C)OC(=O)N(C(OC(C)(C)C)=O)C1=NN2C(C=C(C=C2)C2=CC(=C(C(=C2)OCCC(C(O)C2=CC=C(C=C2)F)F)F)F)=N1 tert-butyl (tert-butoxycarbonyl)(7-(3,4-difluoro-5-(3-fluoro-4-(4-fluorophenyl)-4-hydroxybutoxy)phenyl)-[1,2,4]triazolo[1,5-a]pyridin-2-yl)carbamate